OC1CC2(CC(C2)C(=O)OCC2=CC=CC=C2)C1 Benzyl (2RS,4r,6R)-6-hydroxyspiro[3.3]heptane-2-carboxylate